1-((1s,4s)-4-isopropylcyclohexyl)-3-oxo-2-(2-(sulfamoylamino)ethyl)-2,3-dihydro-1H-spiro[isoquinoline-4,4-piperidin]-7-yl carbamate C(N)(OC1=CC=C2C(=C1)C(N(C(C21CCNCC1)=O)CCNS(N)(=O)=O)C1CCC(CC1)C(C)C)=O